5-(4-bromo-2-ethylsulfonyl-phenyl)-1-methyl-2-(trifluoromethyl)pyrazolo[1,5-a]pyrimidin-7-one BrC1=CC(=C(C=C1)C=1N=C2N(C(C1)=O)N(C(=C2)C(F)(F)F)C)S(=O)(=O)CC